tert-butyl 3-(phenoxymethyl)azetidine-1-carboxylate O(C1=CC=CC=C1)CC1CN(C1)C(=O)OC(C)(C)C